ClC1=NC=CC(=N1)C(=O)[O-] (E)-2-chloropyrimidine-4-carboxylate